N-ethyl-N-[(E)-(4-fluoro-3-methoxy-phenyl)methyleneamino]-1,1-dioxo-1,2-benzothiazol-3-amine C(C)N(C1=NS(C2=C1C=CC=C2)(=O)=O)/N=C/C2=CC(=C(C=C2)F)OC